(3aR,6aS)-5-(6-((1-Methyl-4-phenyl-1H-imidazol-2-yl)ethynyl)-1-(oxetan-3-yl)-1H-pyrazolo[3,4-d]pyrimidin-4-yl)hexahydro-1H-furo[3,4-c]pyrrole CN1C(=NC(=C1)C1=CC=CC=C1)C#CC1=NC(=C2C(=N1)N(N=C2)C2COC2)N2C[C@@H]1[C@H](C2)COC1